N-lauroyl-N-methyl-β-alanine potassium salt [K+].C(CCCCCCCCCCC)(=O)N(CCC(=O)[O-])C